C(C1CO1)OCCC[SiH3] gamma-(2,3-epoxypropoxy)propyl-silane